5-(3-morpholino-5-((tetrahydrofuran-3-yl)sulfonyl)phenyl)pyrimidin-2-amine O1CCN(CC1)C=1C=C(C=C(C1)S(=O)(=O)C1COCC1)C=1C=NC(=NC1)N